FC1(CC(C1)CC(C(=O)N1CC([C@@H]([C@]12CC(CC2)(F)F)O)(F)F)=O)F 3-(3,3-Difluorocyclobutyl)-1-((4R,5S)-3,3,7,7-tetrafluoro-4-hydroxy-1-azaspiro[4.4]nonan-1-yl)propane-1,2-dione